NC1=C2N=CN(C2=NC=N1)[C@@H]1O[C@@H]2COP(O[C@H]3[C@H]([C@@H](O[C@@H]3/C=C/P(O[C@H]2[C@H]1F)(=O)O)N1C2=NC=NC(=C2N=C1)N)F)(=O)O (1R,6R,8R,9R,10R,13E,15R,17R,18R)-8,17-bis(6-amino-9H-purin-9-yl)-9,18-difluoro-3,12-dihydroxy-2,4,7,11,16-pentaoxa-3λ5,12λ5-diphosphatricyclo[13.3.0.06,10]octadec-13-ene-3,12-dione